FC1=CC(=C(C=C1)C(CC1=NC(=NC(=N1)N[C@@H](CO)CC(C)C)NS(=O)(=O)C)C)O N-(4-(2-(4-fluoro-2-hydroxyphenyl)propyl)-6-(((R)-1-hydroxy-4-methylpent-2-yl)amino)-1,3,5-triazin-2-yl)methanesulfonamide